5-Methyl-1,4-cyclooctandiol CC1C(CCC(CCC1)O)O